2-(4-isobutylphenyl)propanal 3-(((R)-1-(methyl-d3)pyrrolidin-2-yl)methyl)-1H-indol-4-yl-(S)-3-(aminomethyl)-5-methylhexanoate C(N1[C@H](CCC1)CC1=CNC2=CC=CC(=C12)OC(C[C@H](CC(C)C)CN)=O)([2H])([2H])[2H].C(C(C)C)C1=CC=C(C=C1)C(C=O)C